6-amino-2-methyl-7-(3-methyl-1H-indazol-4-yl)-7H-pyrrolo[2,3-d]pyrimidine-5-carbonitrile NC1=C(C2=C(N=C(N=C2)C)N1C1=C2C(=NNC2=CC=C1)C)C#N